N1C=CC=2C1=NC=C(C2)OC2=C(C(=O)NS(=O)(=O)C1=CC(=C(C=C1)NCC1CCOCC1)S(=O)(=O)C(F)(F)F)C=CC=C2 2-(1H-pyrrolo[2,3-b]pyridin-5-yloxy)-N-({4-[(tetrahydro-2H-pyran-4-ylmethyl)amino]-3-[(trifluoromethyl)sulfonyl]phenyl}sulfonyl)benzamide